2',3-dichloro-4-((3,5-difluoropyridin-2-yl)methoxy)-5'-(fluoromethyl)-6-methyl-2H-[1,4'-bipyridin]-2-one ClC1=NC=C(C(=C1)N1C(C(=C(C=C1C)OCC1=NC=C(C=C1F)F)Cl)=O)CF